3-(9-((4-(aminomethyl)-2-(sec-butoxy)phenyl)carbamoyl)-4,5-dihydrobenzo[b]thieno[2,3-d]oxepin-8-yl)-6-(propylcarbamoyl)picolinic acid NCC1=CC(=C(C=C1)NC(=O)C1=CC2=C(OCCC3=C2SC=C3)C=C1C=1C(=NC(=CC1)C(NCCC)=O)C(=O)O)OC(C)CC